N=1NN=C(C1)C1=CC(=C2C=NNC2=C1)NCCCNC(CCNCC1=CC(=C(C=C1)C1=CC=CC=C1)Cl)=O N-(3-((6-(2H-1,2,3-triazol-4-yl)-1H-indazol-4-yl)amino)propyl)-3-(((2-chloro-[1,1'-biphenyl]-4-yl)methyl)amino)propanamide